gamma-methyl-4-(2-oxiranylmethoxy)-gamma-[4-(2-oxiranylmethoxy)phenyl]-phenylbutyric acid CC(CC(C(=O)O)C1=CC=C(C=C1)OCC1OC1)C1=CC=C(C=C1)OCC1OC1